C(C)(C)(C)OC(=O)N1CCC(=CC1)C1=C(C=C(C=C1)N)C#N 4-(4-amino-2-cyano-phenyl)-3,6-dihydro-2H-pyridine-1-carboxylic acid tert-butyl ester